(S)-2-amino-2-((1r,4S)-4-methylcyclohexyl)-N-(4-(2-oxo-1,2-dihydropyridin-4-yl)phenyl)acetamide hydrochloride Cl.N[C@H](C(=O)NC1=CC=C(C=C1)C1=CC(NC=C1)=O)C1CCC(CC1)C